3,3,3',3'-tetramethyl-2,2',3,3'-tetrahydro-1,1-spirobi-[indene]-5,6'-diol CC1(CC2(C3=CC=C(C=C13)O)CC(C1=CC=C(C=C12)O)(C)C)C